(S)-methyl 2-amino-3-cyclopentylpropionate hydrochloride Cl.N[C@H](C(=O)OC)CC1CCCC1